N-(N'-((3-(4-chlorophenyl)-4-(thiophene-2-yl)-5,6-dihydropyridazine-1(4H)-yl)(((4-(trifluoromethyl)phenyl)sulfonyl)imino)methyl)carbamoyl)acetamide ClC1=CC=C(C=C1)C1=NN(CCC1C=1SC=CC1)C(NC(=O)NC(C)=O)=NS(=O)(=O)C1=CC=C(C=C1)C(F)(F)F